O1C(=CC=C1)C1=C2C(C3C=CC(C=CC13)C(CN(C2)[SH4]OOC2=CC=C(C=C2)C)=O)=O 2-(furan-2-yl)-12-[(4-methylphenyl)dioxy-λ6-thio]-12-azatricyclo[4.4.4.03,9]tetradec-1(2),4,7-triene-10,14-dione